5-iodo-6-amino-1,2-benzopyrone C1=CC(=O)OC2=C1C(=C(C=C2)N)I